1-(4-(1,2,4,5-tetrazin-3-yl)phenyl)-N,N-dimethyl-3,33-dioxo-N-((4,4,5,5-tetramethyl-1,3,2-dioxaborolan-2-yl)methyl)-6,9,12,15,18,21,24,27,30-nonaoxa-2,34-diazahexatriacontan-36-aminium N1=NC(=NN=C1)C1=CC=C(C=C1)CNC(CCOCCOCCOCCOCCOCCOCCOCCOCCOCCC(NCC[N+](CB1OC(C(O1)(C)C)(C)C)(C)C)=O)=O